sodium dihydrogenphosphate-ammonium persulfate S(=O)(=O)([O-])OOS(=O)(=O)[O-].[NH4+].P(=O)(O)(O)O.[Na+]